5-{[dimethyl(oxo)-λ6-sulfanylidene]amino}-2-(4-(4-fluoro-2,6-dimethylphenoxy)phenyl)-6-methyl-7-oxo-1-tosyl-6,7-dihydro-1H-pyrrolo[2,3-c]pyridine-2-carboxylate CS(=O)(C)=NC1=CC2=C(C(N1C)=O)N(C(C2)(C(=O)[O-])C2=CC=C(C=C2)OC2=C(C=C(C=C2C)F)C)S(=O)(=O)C2=CC=C(C)C=C2